S(=O)(=O)(O)C1=NNC=CC=C1 Sulfoazazepine